Cl.FC(C1=NC(=NC=C1)N1C(C2(CC1)CCNCC2)=O)(F)F 2-(4-(trifluoromethyl)pyrimidin-2-yl)-2,8-diazaspiro[4.5]decan-1-one hydrochloride